C(CC)(=O)OC(CC(OC(CC)=O)C1=CC=CC=C1)C1=CC=CC=C1 1,3-diphenyl-1,3-propanediol dipropionate